2,3-bis(4-(3,3'',6,6''-tetra-tert-butyl-9'H-[9,3':6',9''-tercarbazol]-9'-yl)phenyl)pyrazino[2,3-f][1,10]phenanthroline C(C)(C)(C)C=1C=CC=2N(C3=CC=C(C=C3C2C1)C(C)(C)C)C=1C=CC=2N(C3=CC=C(C=C3C2C1)N1C2=CC=C(C=C2C=2C=C(C=CC12)C(C)(C)C)C(C)(C)C)C1=CC=C(C=C1)C1=NC=2C(=C3C=CC=NC3=C3N=CC=CC23)N=C1C1=CC=C(C=C1)N1C2=CC=C(C=C2C=2C=C(C=CC12)N1C2=CC=C(C=C2C=2C=C(C=CC12)C(C)(C)C)C(C)(C)C)N1C2=CC=C(C=C2C=2C=C(C=CC12)C(C)(C)C)C(C)(C)C